3-{2-[amino(cyclooctyl)methyl]-4-fluoro-1H-benzoimidazol-5-yl}pyridine-4-carboxylic acid ethyl ester C(C)OC(=O)C1=C(C=NC=C1)C1=C(C2=C(NC(=N2)C(C2CCCCCCC2)N)C=C1)F